3-(((S)-3-(6-fluoro-3,4-dihydroisoquinolin-2(1H)-yl)-2-hydroxypropyl)amino)-1-(tetrahydro-2H-pyran-2-yl)-5-(trifluoromethyl)-1H-pyrazolo[4,3-d]pyrimidin-7-ol FC=1C=C2CCN(CC2=CC1)C[C@H](CNC1=NN(C2=C1N=C(N=C2O)C(F)(F)F)C2OCCCC2)O